N-((1r,3r)-3-hydroxycyclobutyl)-4-(isopropylamino)-6-(1H-pyrazol-4-yl)quinoline-3-carboxamide OC1CC(C1)NC(=O)C=1C=NC2=CC=C(C=C2C1NC(C)C)C=1C=NNC1